BrC=1C(N=C2N(C3=C(C(=N[C@H]2C)C2=C(C=CC=C2F)F)C(=C(C=C3)Br)Cl)C1)=O (5S)-2,9-dibromo-8-chloro-7-(2,6-difluorophenyl)-5-methyl-5H-pyrimido[1,2-a][1,4]benzodiazepin-3-one